C(CC)C(C(=O)N1CCN(CC1)CCNC(OC(C)(C)C)=O)CCC tert-butyl (2-(4-(2-propylpentanoyl)piperazin-1-yl)ethyl)carbamate